CC1(C2=CC(=CC=C2NC=2C=C(C=CC12)N1CCSCC1)CN1CCNCC1)C 4-(9,9-dimethyl-7-(piperazin-1-ylmethyl)-9,10-dihydroacridin-3-yl)thiomorpholine